methyl 3-(benzyloxy)-6-bromopyridine-2-carboxylate C(C1=CC=CC=C1)OC=1C(=NC(=CC1)Br)C(=O)OC